2,6-dichloro-4-(1-ethoxyvinyl)pyridine ClC1=NC(=CC(=C1)C(=C)OCC)Cl